FC1=CC=C(C=C1)[C@H]1N(C[C@@H](CC1)C)C(C(=O)O)=O |r| rac-2-[(2S,5R)-2-(4-fluorophenyl)-5-methyl-1-piperidyl]-2-oxo-acetic acid